C(C)(C)OC(=O)N(NC(=O)OC(C)C)C(CCOC(C)=O)C1=CC=CC=C1 1-(3-Acetyloxy-1-phenylpropyl)hydrazine-1,2-dicarboxylic acid diisopropyl ester